[3-(2-tetrahydropyran-4-yl-5H-pyrrolo[2,3-b]pyrazin-7-yl)pyrrolidin-1-yl]methanone O1CCC(CC1)C=1N=C2C(=NC1)NC=C2C2CN(CC2)C=O